Diethyl 1-[2-(4-methyl-3,4-dihydro-2H-1,4-benzoxazin-7-yl)-2-oxoethyl]-1H-pyrazole-3,5-dicarboxylate CN1CCOC2=C1C=CC(=C2)C(CN2N=C(C=C2C(=O)OCC)C(=O)OCC)=O